3-(5-fluoro-6-methyl-4-(2-methylthiazol-5-yl)pyridin-2-yl)-5-(4-methylthiazol-2-yl)-1,2,4-oxadiazole FC=1C(=CC(=NC1C)C1=NOC(=N1)C=1SC=C(N1)C)C1=CN=C(S1)C